1'-((4-fluoro-7-methyl-6-carbonyl-5,6-dihydro-1,5-naphthyridin-3-yl)methyl)-N-methyl-1',2',3',6'-tetrahydro-[3,4'-bipyridine]-6-carboxamide FC1=C(C=NC=2C=C(C(NC12)=C=O)C)CN1CCC(=CC1)C=1C=NC(=CC1)C(=O)NC